C(N)(=O)[C@H]1N(CC2(C(NC(N2C)=O)=O)C1)C(=O)OCCCC Butyl (8S)-8-carbamoyl-1-methyl-2,4-dioxo-1,3,7-triazaspiro[4.4]nonane-7-carboxylate